C12(NCCC3=C(C=CC=C13)N1N=CC(=C1C(F)(F)F)C(=O)NC1=CC(=NC=C1)C(F)(F)F)CC2 1-(3',4'-dihydro-2'H-spiro[cyclopropane-1,1'-isoquinoline]-5'-yl)-5-(trifluoromethyl)-N-(2-(trifluoromethyl)pyridin-4-yl)-1H-pyrazole-4-carboxamide